O1COC2=C1C=CC(=C2)CCN2[C@@H](O[C@H](C2=O)C)C=2C(=NN(C2)C2=CC=C(C=C2)Br)C2=CC=C(C=C2)F (2S,5S)-3-(2-(benzo[d][1,3]dioxolan-5-yl)ethyl)-2-(1-(4-bromophenyl)-3-(4-fluorophenyl)-1H-pyrazol-4-yl)-5-methyloxazolidin-4-one